tert-butyl N-tert-butoxycarbonyl-N-[6-[[[4-methyl-5-[[4-(4-pyridyl)-1,4-diazepan-1-yl] methyl] thiophene-2-carbonyl] amino] methyl]-1-isoquinolyl]carbamate C(C)(C)(C)OC(=O)N(C(OC(C)(C)C)=O)C1=NC=CC2=CC(=CC=C12)CNC(=O)C=1SC(=C(C1)C)CN1CCN(CCC1)C1=CC=NC=C1